(2-methylimidazo[2,1-b][1,3,4]thiadiazol-6-yl)acetic acid CC1=NN2C(S1)=NC(=C2)CC(=O)O